3-bromo-2-chloro-6-(tetrahydropyran-2-yloxymethyl)pyridine BrC=1C(=NC(=CC1)COC1OCCCC1)Cl